CC1=C(C(=CC(=C1)C)C)S(=O)(=O)[O-].N[N+]1=C(C=C(C(=C1)F)OCC1=CC=CC=C1)C#CCO 1-amino-4-(benzyloxy)-5-fluoro-2-(3-hydroxyprop-1-yn-1-yl)pyridin-1-ium 2,4,6-trimethylbenzenesulfonate